N-(3-MERCAPTOPROPANOYL)-D-ALANINE SCCC(=O)N[C@H](C)C(=O)O